FC(OC1=NC=CC(=C1)CNC(=O)N[C@H]1[C@](CCCC1)(C)O)F |r| 1-[[2-(difluoro-methoxy)pyridin-4-yl]methyl]-3-[rac-(1R,2R)-2-hydroxy-2-methylcyclohexyl]urea